6-[(2-hydroxyethyl)(cyclopentyl)amino]hexan-1-ol OCCN(CCCCCCO)C1CCCC1